1,3-dicyclopentyl-1,3-diethyldisiloxane C1(CCCC1)[SiH](O[SiH](CC)C1CCCC1)CC